C[C@@H]1CC2=NN3C(C=4N(CCC3)C=NN4)=C2CN1C(=O)OC(C)(C)C (11R)-tert-butyl 11-methyl-6,7,10,11-tetrahydro-5H-pyrido[4',3':3,4]pyrazolo[1,5-a][1,2,4]triazolo[3,4-c][1,4]diazepine-12(13H)-carboxylate